The molecule is an organosulfonate oxoanion that is the conjugate base of taurocholic acid. It has a role as a human metabolite and a Saccharomyces cerevisiae metabolite. It is an organosulfonate oxoanion and a cholanic acid conjugate anion. It is a conjugate base of a taurocholic acid. C[C@H](CCC(=O)NCCS(=O)(=O)[O-])[C@H]1CC[C@@H]2[C@@]1([C@H](C[C@H]3[C@H]2[C@@H](C[C@H]4[C@@]3(CC[C@H](C4)O)C)O)O)C